3-(7-{[(4R)-8-Chloro-4-ethyl-7-fluoro-1,1-dioxido-3,4-dihydro-2H-5,1,2-benzoxathiazepin-2-yl]methyl}-2,3-dihydro-1H-inden-5-yl)-3-(1,4-dimethyl-1H-benzotriazol-5-yl)propanoic acid ClC1=CC2=C(O[C@@H](CN(S2(=O)=O)CC=2C=C(C=C3CCCC23)C(CC(=O)O)C2=C(C3=C(N(N=N3)C)C=C2)C)CC)C=C1F